OCCCCCCCN1C(C2=CC=CC=C2C1=O)=O (7-hydroxyheptyl)isoindoline-1,3-dione